1H-PURINE-8-CARBOXALDEHYDE N1C=NC2=NC(=NC2=C1)C=O